NC1=C(C(=NN1C1CC(OC(C1)(C)C)(C)C)C1=CC=C(C=C1)Br)C#N 5-amino-3-(4-bromophenyl)-1-(2,2,6,6-tetramethyltetrahydropyran-4-yl)pyrazole-4-carbonitrile